C(C)OC1=C(C=CC=C1)NCC(O)C=1NC(NC1)=S 4-[2-(2-ethoxyphenylamino)-1-hydroxyethyl]-1,3-dihydroimidazole-2-thione